ClC=1C=C2C=NC(=NC2=CC1N1CCN(CC1)C1(COC1)C)NC=1C=NN(C1)CC(F)(F)F 6-chloro-7-[4-(3-methyloxetan-3-yl)piperazin-1-yl]-N-[1-(2,2,2-trifluoroethyl)-1H-pyrazol-4-yl]quinazolin-2-amine